ClC=1C=C(C=CC1Cl)C(C1=NN=C(O1)C1CN(CC12CC(C2)C(=O)O)C(=O)C2=CN=CS2)(F)F 8-(5-((3,4-dichlorophenyl)difluoromethyl)-1,3,4-oxadiazol-2-yl)-6-(thiazole-5-carbonyl)-6-azaspiro[3.4]octane-2-carboxylic acid